NC1=C(C(=NN1C(C)C)C1=CC=C(C=C1)CC(NC1=NOC(=C1)C=1C=NC=CC1)=O)C(=O)N 5-Amino-1-isopropyl-3-[4-([[5-(pyridin-3-yl)-1,2-oxazol-3-yl]carbamoyl]methyl)phenyl]pyrazole-4-carboxamide